CC1C(COC1)N (4-methyltetrahydrofuran-3-yl)amine